5-(3-methoxy-1-(piperidin-4-yl)-1H-pyrazol-4-yl)-3-(6-methoxypyridin-3-yl)-1-tosyl-1H-pyrrolo[2,3-b]pyridine COC1=NN(C=C1C=1C=C2C(=NC1)N(C=C2C=2C=NC(=CC2)OC)S(=O)(=O)C2=CC=C(C)C=C2)C2CCNCC2